ClC=1C=C(C=CC1)NCC(=O)O (3-chlorophenyl)glycine